NCC=1C(=C(C(=CC1)C(F)(F)F)C1=NC(=C(C=N1)F)CC)F 2-[3-(aminomethyl)-2-fluoro-6-(trifluoromethyl)phenyl]-6-ethyl-5-fluoropyrimidine